The molecule is a monoterpenoid indole alkaloid with formula C30H34N2O5. It has a role as a plant metabolite. It is a monoterpenoid indole alkaloid, a tertiary amino compound, an organic heterohexacyclic compound and a benzoate ester. It derives from a 3,4,5-trimethoxybenzoic acid. C/C=C\\1/CN2[C@H]3C[C@@H]1[C@@H]4[C@@H]2C[C@]5([C@H]3N(C6=CC=CC=C65)C)[C@@H]4OC(=O)C7=CC(=C(C(=C7)OC)OC)OC